N-(3-(4-(4-cyanophenyl)piperidine-1-carbonyl)-1H-pyrazol-5-yl)-6-(isobutylamino)nicotinamide C(#N)C1=CC=C(C=C1)C1CCN(CC1)C(=O)C1=NNC(=C1)NC(C1=CN=C(C=C1)NCC(C)C)=O